NCCCCCCCC1=CC=CC=2N(C(N(C21)C)=O)C2C(NC(CC2)=O)=O 3-[4-(7-aminoheptyl)-3-methyl-2-oxo-benzimidazol-1-yl]Piperidine-2,6-dione